ferrous disulphide cobalt [Co+2].[Fe-2](=S)=S